NCC1=NC=C2C=CC(=NC2=C1)C1=CC=CC(=N1)N1CC2(CC2C1)O 3-(6-(7-(aminomethyl)-1,6-naphthyridin-2-yl)pyridin-2-yl)-3-azabicyclo[3.1.0]hexan-1-ol